C1(CC1)C(=O)NC1=NC=C(C(=O)NC([2H])([2H])[2H])C(=C1)NC1=C(C(=CC=C1)C1=NC=C(C=N1)N1CCOCC1)OC 6-(cyclopropanecarboxamido)-4-((2-methoxy-3-(5-morpholinopyrimidin-2-yl)phenyl)amino)-N-(methyl-d3)nicotinamide